((isopropylamino)methyl)cyclopropane-1-carboxylic acid ethyl ester C(C)OC(=O)C1(CC1)CNC(C)C